NC=1C2=C(N=CN1)N(C(=C2C2=CC=C(C=C2)OC([2H])([2H])[2H])C2=C(CC1(CCN(CC1)C(=O)OC(C)(C)C)CC2)F)C tert-butyl 9-(4-amino-5-(4-(methoxy-d3) phenyl)-7-methyl-7H-pyrrolo[2,3-d]pyrimidin-6-yl)-8-fluoro-3-azaspiro[5.5]undec-8-ene-3-carboxylate